CC=1OC(=CC1SSC1=C(OC(=C1)C)C)C 1,2-BIS(2,5-DIMETHYLFURAN-3-YL)DISULFANE